C(C1=CC=CC=C1)N1C(C(=C(C=C1)CNCCCN1C=NC=C1)O)=O 1-benzyl-3-hydroxy-4-{[3-(1H-imidazol-1-yl)propylamino]methyl}pyridin-2(1H)-one